C(#N)C1=CC2=C(CN(C[C@H]2C2=C(C=CC=C2)C=2C(=NN(C2)CC)C(F)(F)F)C(/C=C/C(C2=CC=CC=C2)NC(OC(C)(C)C)=O)=O)S1 tert-butyl ((E)-4-((S)-2-cyano-4-(2-(1-ethyl-3-(trifluoromethyl)-1H-pyrazol-4-yl)phenyl)-4,7-dihydrothieno[2,3-c]pyridin-6(5H)-yl)-4-oxo-1-phenylbut-2-en-1-yl)carbamate